2-chloro-6-fluorophenyl-boronic acid ClC1=C(C(=CC=C1)F)B(O)O